NC1=NN2C(C=C(C=C2)C=2C(=C(C(=O)NCC(C(O)C3=C(C(=CC=C3)C([2H])([2H])[2H])F)(F)F)C(=CC2)C([2H])([2H])[2H])F)=N1 3-(2-amino-[1,2,4]triazolo[1,5-a]pyridin-7-yl)-N-(2,2-difluoro-3-(2-fluoro-3-(methyl-d3)phenyl)-3-hydroxypropyl)-2-fluoro-6-(methyl-d3)benzamide